CN(S(=O)(=O)N1N=C(N=C1)SSC1=NN(C=N1)S(=O)(=O)N(C)C)C (1-(N,N-dimethylaminosulfonyl)-1H-1,2,4-triazol-3-yl) disulfide